3-[(3S)-3-amino-1,3-dihydrospiro[indene-2,4'-piperidine]-1'-yl]-6-bromopyrazine-2-carboxylic acid methyl ester COC(=O)C1=NC(=CN=C1N1CCC2(CC1)CC1=CC=CC=C1[C@H]2N)Br